P(=O)(O)(O)C1=C(C(=C(C(=O)O)C=C1)N)C1[C@H](O)[C@H](O)[C@H](O1)CO.N(=C=O)CO[Si](OC)(OC)C1CCCC1 isocyanatocyclopentyl-trimethoxysilane phosphoribosyl-aminobenzoate